3-(4-{[4-chloro-2-(trifluoromethoxy)phenyl]sulfamoyl}phenyl)-1-(pyridin-3-ylmethyl)urea ClC1=CC(=C(C=C1)NS(=O)(=O)C1=CC=C(C=C1)NC(NCC=1C=NC=CC1)=O)OC(F)(F)F